4-methylenecyclohexane-1-carboxylic acid ethyl ester C(C)OC(=O)C1CCC(CC1)=C